4-[(E)-[3-(dimethylamino)propyl-(1,1-dioxo-1,2-benzothiazol-3-yl)hydrazono]methyl]-2-methoxy-phenol hydrochloride Cl.CN(CCCN(\N=C\C1=CC(=C(C=C1)O)OC)C1=NS(C2=C1C=CC=C2)(=O)=O)C